C(CCC)C1=CC=C(C=C1)C1=C(C(=NC2=CC=CC=C12)C(F)(F)F)C#CC1=CC=C(C=C1)CCCC 4-(4-Butylphenyl)-3-((4-butylphenyl)ethynyl)-2-(trifluoromethyl)quinoline